OC1=C(C=CC2=CC=CC(=C12)O)C(CCC1=C(C=C(C=C1)N(C)C)OC)=O 1-(1,8-dihydroxynaphthalene-2-yl)-3-(4-(dimethylamino)-2-methoxyphenyl)propan-1-one